[Si](C)(C)(C(C)(C)C)O[C@H]1CC(C2(C1)CCN(CC2)C(=O)OC(C)(C)C)=O tert-butyl (3R)-3-[(tert-butyldimethylsilyl) oxy]-1-oxo-8-azaspiro[4.5]decane-8-carboxylate